2-(2-acetylphenyl)-N-[2-(1,3-dioxoisoindolin-2-yl)ethyl]ethanesulfonamide C(C)(=O)C1=C(C=CC=C1)CCS(=O)(=O)NCCN1C(C2=CC=CC=C2C1=O)=O